4-((2S,5R)-4-((4-Chloro-2,3-difluorophenyl)(3,3-difluorocyclobutyl)methyl)-2,5-dimethylpiperazin-1-yl)-2-methyl-1-(((S)-tetrahydrofuran-2-yl)methyl)-1H-[1,2,4]triazolo[3,4-b]purine ClC1=C(C(=C(C=C1)C(N1C[C@@H](N(C[C@H]1C)C=1C=2N=C(N(C2N2C(N1)=NN=C2)C[C@H]2OCCC2)C)C)C2CC(C2)(F)F)F)F